BrC1=CC=C2C(=C(C(N(C2=C1)C)=O)C#N)N1CCC(CC1)OC1=CC=C(C=C1)OC(F)(F)F 7-bromo-1-methyl-2-oxo-4-{4-[4-(trifluoromethoxy)phenoxy]piperidin-1-yl}-1,2-dihydroquinoline-3-carbonitrile